eicosapentaenoyl-L-carnitine C(C=CC=CC=CC=CC=CCCCCCCCCC)(=O)[C@](O)(C[N+](C)(C)C)CC([O-])=O